((S)-1-(2,4-dimethoxybenzyl)-2-ethynyl-2'-(trifluoromethyl)-4',5'-dihydrospiro[piperidine-4,7'-thieno[2,3-c]pyran]-3'-yl)ethan-1-ol COC1=C(CN2C(C[C@@]3(OCCC4=C3SC(=C4C(C)O)C(F)(F)F)CC2)C#C)C=CC(=C1)OC